O1CCC2=C1C=CC(=C2)OC2=C(C=C(CN1CCC(CC1)CN1N=NC(=C1)C1=C(NC3=CC=C(C=C13)F)C(=O)OCC(C)C)C=C2)C(C)C isobutyl 3-(1-((1-(4-((2,3-dihydrobenzofuran-5-yl)oxy)-3-isopropylbenzyl)piperidin-4-yl)methyl)-1H-1,2,3-triazol-4-yl)-5-fluoro-1H-indole-2-carboxylate